(Z)-9-(4-((1-(3-fluoropropyl)pyrrolidin-3-ylidene)methyl)phenyl)-8-(3-methyl-2-(trifluoromethyl)phenyl)-6,7-dihydro-5H-benzo[7]annulene-3-carboxylic acid FCCCN1CC(CC1)=CC1=CC=C(C=C1)/C/1=C(\CCCC2=C1C=CC(=C2)C(=O)O)/C2=C(C(=CC=C2)C)C(F)(F)F